C(N)(=N)C(C(=O)O)CCN guanyl-gamma-aminobutyric acid